COC1=C(C=C(C(=C1)N1CCN(CC1)C)C=1C=NN(C1)C)NC=1N=C(C2=C(N1)NC=C2)NC2=C(C=1N(C=C2)C=CN1)P(C)(C)=O (7-((2-((2-methoxy-5-(1-methyl-1H-pyrazol-4-yl)-4-(4-methylpiperazin-1-yl)phenyl)amino)-7H-pyrrolo[2,3-d]pyrimidin-4-yl)amino)imidazo[1,2-a]pyridin-8-yl)dimethylphosphine oxide